methacryloxypropyl-tris(2-methoxyethoxy)silane C(C(=C)C)(=O)OCCC[Si](OCCOC)(OCCOC)OCCOC